2-(tert-butyl) 6-methyl 2-azaspiro[3.3]heptane-2,6-dicarboxylate C1N(CC12CC(C2)C(=O)OC)C(=O)OC(C)(C)C